(2R,4R)-N-((S)-1-((5-chloro-2-(methylsulfonamido)benzyl)amino)-1-oxopropan-2-yl)-4-phenylpyrrolidine-2-carboxamide, hydrochloride Cl.ClC=1C=CC(=C(CNC([C@H](C)NC(=O)[C@@H]2NC[C@H](C2)C2=CC=CC=C2)=O)C1)NS(=O)(=O)C